(2-(3,6-dimethoxy-9h-carbazole-9-yl)ethyl)phosphonic acid COC=1C=CC=2N(C3=CC=C(C=C3C2C1)OC)CCP(O)(O)=O